CN1N=CC=C1C1=CC(=NC=N1)N1CCC(CC1)C=O [1-[6-(2-methylpyrazol-3-yl)pyrimidin-4-yl]-4-piperidinyl]methanone